1-cyclohexyloxy-1,3,3,3-tetramethyldisiloxane C1(CCCCC1)O[SiH](O[Si](C)(C)C)C